diaminobisphenol A NC=1C(=C(O)C=CC1C(C)(C)C1=CC=C(C=C1)O)N